barium dibutoxide [O-]CCCC.[O-]CCCC.[Ba+2]